1-bromo-2-chloro-4-(trifluoromethoxy)benzene BrC1=C(C=C(C=C1)OC(F)(F)F)Cl